BrC1=CC=C2C(NN=C(C2=C1)CN1C(C2=CC=CC=C2C1=O)=O)=O 2-((7-bromo-4-oxo-3,4-dihydro-phthalazin-1-yl)methyl)isoindoline-1,3-dione